(1H-1,2,4-triazol-3-yl)methyl (3-bromo-1-((3-chloro-4-fluorophenyl)carbamoyl)-2-methyl-2,4,5,6-tetrahydrocyclopenta[c]pyrrol-4-yl)carbamate BrC1=C2C(=C(N1C)C(NC1=CC(=C(C=C1)F)Cl)=O)CCC2NC(OCC2=NNC=N2)=O